6-(3-(5-(6-isopropyl-2,6-diazaspiro[3.3]heptan-2-yl)pyridin-2-yl)-4-(2,2,2-trifluoroethyl)-1H-pyrazol-5-yl)-8-methoxy-[1,2,4]triazolo[1,5-a]pyridine C(C)(C)N1CC2(CN(C2)C=2C=CC(=NC2)C2=NNC(=C2CC(F)(F)F)C=2C=C(C=3N(C2)N=CN3)OC)C1